(2-azidoethyl)-1-isopropylcyclobutan-1-ol N(=[N+]=[N-])CCC1C(CC1)(O)C(C)C